CN(C(=O)ON=C1CC[C@@]2([C@H]3CC[C@@]4(C(=CC[C@H]4[C@H]3CCC2=C1)C=1C=NC=CC1)C)C)C (8S,9S,10R,13S,14S)-10,13-Dimethyl-17-(pyridin-3-yl)6,7,8,9,10,11,12,13,14,15-decahydro-1H-cyclopenta[a]phenanthrene-3(2H)-one O-dimethylcarbamoyl oxime